Methyl (R)-(2-(4-amino-2-octanamido-4-oxobutanamido)ethyl)carbamate NC(C[C@H](C(=O)NCCNC(OC)=O)NC(CCCCCCC)=O)=O